4-(2-trimethoxysilylethyl)-1,2-epoxycyclohexene CO[Si](CCC1CC2=C(CC1)O2)(OC)OC